CC(C[C@H]1[C@@H](C[C@H]2N(CCC3=CC(=C(C=C23)OC)OCC2CCN(CC2)C#N)C1)O)(C)C 4-({[(2R,3R,11bR)-3-(2,2-dimethylpropyl)-2-hydroxy-10-methoxy-1H,2H,3H,4H,6H,7H,11bH-pyrido[2,1-a]isoquinolin-9-yl]oxy}methyl)piperidine-1-carbonitrile